COC1=NC=C(C(=N1)OC)N1N=C2C(C=[N+](C=C2F)[O-])=C1 2-(2,4-dimethoxypyrimidin-5-yl)-7-fluoro-5-oxido-pyrazolo[4,3-c]pyridin-5-ium